6-fluoro-1-(3-fluoro-4-hydroxy-phenyl)-7-(isoindolin-2-yl)-4-oxo-1,4-dihydroquinoline-3-carboxylic acid FC=1C=C2C(C(=CN(C2=CC1N1CC2=CC=CC=C2C1)C1=CC(=C(C=C1)O)F)C(=O)O)=O